N-(2-fluoro-2-methylpropyl)-2-methyl-5-((4-methylthiazol-5-yl)methoxy)benzofuran-3-carboxamide FC(CNC(=O)C1=C(OC2=C1C=C(C=C2)OCC2=C(N=CS2)C)C)(C)C